potassium homocysteine N[C@@H](CCS)C(=O)O.[K]